C(C)(C)(C)C1=CC=C(C=C1)N1C2=CC=C(C=C2C=2C=C(C=CC12)[Si](C1=CC=CC=C1)(C1=CC=CC=C1)C1=CC=CC=C1)[Si](C1=CC=CC=C1)(C1=CC=CC=C1)C1=CC=CC=C1 9-(4-tertbutylphenyl)-3,6-bis(triphenylsilyl)-9H-carbazol